2-methyl-N-[4-(1-methyl-2-oxo-6-{4-[4-(propan-2-yl)piperazin-1-yl]phenyl}-1,2-dihydro-quinolin-3-yl)phenyl]propionamide CC(C(=O)NC1=CC=C(C=C1)C=1C(N(C2=CC=C(C=C2C1)C1=CC=C(C=C1)N1CCN(CC1)C(C)C)C)=O)C